4-(4-(1-(2-((2-((2-(tert-butoxy)-2-oxoethyl)amino)-2-oxoethyl)amino)-2-oxoethyl)-7'-fluoro-1'-methyl-1H,1'H-[4,6'-biindazol]-3-yl)piperidin-1-yl)-4-oxobutanoic acid C(C)(C)(C)OC(CNC(CNC(CN1N=C(C=2C(=CC=CC12)C1=CC=C2C=NN(C2=C1F)C)C1CCN(CC1)C(CCC(=O)O)=O)=O)=O)=O